diethyl 1-((1-(tert-butoxycarbonyl) piperidin-2-yl) methyl)-4-oxo-1,4-dihydropyridine-2,5-dicarboxylate C(C)(C)(C)OC(=O)N1C(CCCC1)CN1C(=CC(C(=C1)C(=O)OCC)=O)C(=O)OCC